C1=NC=C2N1C1=C(C=NC2)C=CC=C1 4H-imidazo[1,5-a][1,4]benzodiazepine